N-ethyl-N-(3-((7-oxo-7,8-dihydro-1,8-naphthyridin-4-yl)amino)phenethyl)sulfonamide dihydrochloride Cl.Cl.C(C)N(S(=O)=O)CCC1=CC(=CC=C1)NC1=CC=NC=2NC(C=CC12)=O